O[C@H]1[C@H](OC[C@@H]([C@H]1O)NC1=NC(=CN=C1)C(F)(F)F)CNC(COCCOCC(=O)O)=O 2-(2-(2-((((2R,3R,4R,5S)-3,4-dihydroxy-5-((6-(trifluoromethyl)pyrazin-2-yl)amino)tetrahydro-2H-pyran-2-yl)methyl)amino)-2-oxoethoxy)ethoxy)acetic acid